[Cl-].C(C1=CC=CC=C1)[N+](C)(C)CCCCCCCCCCCC N-benzyl-N-dodecyl-N,N-dimethylammonium chloride